Methyl (R)-3-bromo-4-(((2-hydroxy-3-methylbutyl)amino)methyl)benzoate BrC=1C=C(C(=O)OC)C=CC1CNC[C@@H](C(C)C)O